((2-(allyloxy)-4,5-dichlorophenyl)(1-(2-oxopyrrolidin-3-yl)piperidin-4-yl)methyl)-2-methylpropane-2-sulfinamide C(C=C)OC1=C(C=C(C(=C1)Cl)Cl)C(C1CCN(CC1)C1C(NCC1)=O)CC(C)(S(=O)N)C